tert-butyl N-[(R)-[5-chloro-2-hydroxy-4-(hydroxymethyl)phenyl]([1-[(2R)-2,3-dihydroxypropanoyl]piperidin-4-yl])methyl]carbamate ClC=1C(=CC(=C(C1)[C@H](NC(OC(C)(C)C)=O)C1CCN(CC1)C([C@@H](CO)O)=O)O)CO